C(C)C(C)CCCC mono-2-ethylhexane